methyl (2R,3R)-3-[[(R)-tert-butylsulfinyl]amino]-3-(2-fluorophenyl)-2-[(3-nitro-2-pyridyl)amino]propanoate C(C)(C)(C)[S@@](=O)N[C@@H]([C@H](C(=O)OC)NC1=NC=CC=C1[N+](=O)[O-])C1=C(C=CC=C1)F